C(C=C\C=C\C=C/C=C\C=C/C=C/CCCCCCCCC)(=O)O 4E,7Z,10Z,13E,16Z,19E-docosahexaenoic acid